NC1=NC=2C=NC=CC2C2=C1COC2 4-amino-1,3-dihydrofuro[3,4-c][1,7]naphthyridine